C1(=NC=CC2=CC=CC=C12)C(=O)N ISOCHINOLINAMIDE